BrC=1C(=C(OC2CCC(CC2)CC(=O)OC)C=CC1)C methyl 2-(4-(3-bromo-2-methylphenoxy)cyclohexyl)acetate